6-{5-chloro-2-[(2-methylpyridin-4-yl)amino]pyrimidin-4-yl}-2-[2-oxo-2-(1,2,3,4-tetrahydroisoquinolin-2-yl)ethyl]-2,3-dihydro-1H-isoindol-1-one ClC=1C(=NC(=NC1)NC1=CC(=NC=C1)C)C1=CC=C2CN(C(C2=C1)=O)CC(N1CC2=CC=CC=C2CC1)=O